2-[(3,3-dimethyl-1-oxo-1,3-dihydro-2-benzofuran-5-yl)amino]-4-{[(1S)-2-hydroxy-1-phenylethyl]Amino}-N-(prop-2-yn-1-yl)pyrimidine-5-carboxamide CC1(OC(C2=C1C=C(C=C2)NC2=NC=C(C(=N2)N[C@H](CO)C2=CC=CC=C2)C(=O)NCC#C)=O)C